4-methylenetetrahydrofuran-2-carbaldehyde C=C1CC(OC1)C=O